OC=1C=C2C(CNC2=CC1)CCNC(C)=O N-(2-(5-hydroxyindolin-3-yl)ethyl)acetamide